ClC1=C(N=C(NC1=O)C1=C(N=CS1)C)N1CCNCC(C1)(F)F 5-chloro-4-(6,6-difluoro-1,4-diazepan-1-yl)-2-(4-methylthiazol-5-yl)-1H-pyrimidin-6-one